4-(5-cyano-2-methoxyphenyl)-6-methyl-N-(5-(4-(pyrrolidine-1-carbonyl)phenyl)thiazolo[5,4-b]pyridin-2-yl)nicotinamide C(#N)C=1C=CC(=C(C1)C1=CC(=NC=C1C(=O)NC=1SC2=NC(=CC=C2N1)C1=CC=C(C=C1)C(=O)N1CCCC1)C)OC